N-(5-Cyclopropylisoquinolin-1-yl)-3,4-difluorobenzamide C1(CC1)C1=C2C=CN=C(C2=CC=C1)NC(C1=CC(=C(C=C1)F)F)=O